(S)-1-(2-((2-(quinoxalin-6-yl)pyrimidin-4-yl)amino)-5-(1-(tetrahydro-2H-pyran-4-yl)-1H-pyrazol-4-yl)pyridin-4-yl)piperidin-3-ol N1=CC=NC2=CC(=CC=C12)C1=NC=CC(=N1)NC1=NC=C(C(=C1)N1C[C@H](CCC1)O)C=1C=NN(C1)C1CCOCC1